3''-chloro-4''-((3,5-difluoropyridin-2-yl)methoxy-d2)-3-(2-Hydroxypropan-2-yl)-5',6''-dimethyl-2H,2''H-[1,2':4',1''-terpyridine] ClC=1CN(C(=CC1OC([2H])([2H])C1=NC=C(C=C1F)F)C)C1=CC(=NC=C1C)N1CC(=CC=C1)C(C)(C)O